The molecule is an organic nitrate salt prepared from equimolar amounts of (R)-miconazole and nitric acid. It contains a (R)-miconazole. It is an enantiomer of a (S)-miconazole nitrate. C1=CC(=C(C=C1Cl)Cl)CO[C@@H](CN2C=CN=C2)C3=C(C=C(C=C3)Cl)Cl.[N+](=O)(O)[O-]